FC1=C(C(=CC(=C1)C#CC=1C=NC=C(C1)F)F)NS(=O)(=O)C1=C(C(=CC(=C1)C)F)C N-[2,6-difluoro-4-[2-(5-fluoro-3-pyridinyl)ethynyl]phenyl]-3-fluoro-2,5-dimethyl-benzenesulfonamide